NCC1=NNC(C2=CC=C(C=C12)C=1C=NN(C1C1=C(C#N)C(=CC(=C1F)Cl)N1CC(C1)(C)F)C)=O 2-(4-(4-(aminomethyl)-1-oxo-1,2-dihydrophthalazin-6-yl)-1-methyl-1H-pyrazol-5-yl)-4-chloro-3-fluoro-6-(3-fluoro-3-methylazetidin-1-yl)benzonitrile